NC=1C(=NC(=C(N1)F)C1=CC=C(C=C1)N1CCN(CC1)CCC(F)F)C=1C=C2CCNC(C2=C(C1)F)=O 6-(3-amino-6-(4-(4-(3,3-difluoropropyl)piperazin-1-yl)phenyl)-5-fluoropyrazin-2-yl)-8-fluoro-3,4-dihydroisoquinolin-1(2H)-one